O1C(CCCCC1)=O oxepan-2-on